1-tert-butyl 2-methyl (2R,4R)-4-hydroxypiperidine-1,2-dicarboxylate O[C@H]1C[C@@H](N(CC1)C(=O)OC(C)(C)C)C(=O)OC